(5S,6S)-5-(4-(4-(dimethoxymethyl)piperidin-1-yl)phenyl)-6-methyl-6-phenyl-5,6,7,8-tetrahydronaphthalen-2-ol COC(C1CCN(CC1)C1=CC=C(C=C1)[C@@H]1C=2C=CC(=CC2CC[C@@]1(C1=CC=CC=C1)C)O)OC